Tetracos-1-ene C=CCCCCCCCCCCCCCCCCCCCCCC